OC1(CC(C1)C(=O)N1CC2(C1)CCC(CC2)OC2=NC=C(C(=C2)C)C(F)(F)F)C ((1s,3s)-3-hydroxy-3-methylcyclobutyl)(7-((4-methyl-5-(trifluoromethyl)pyridin-2-yl)oxy)-2-azaspiro[3.5]non-2-yl)methanone